1-(4-methyl-benzenesulfonyl)pyrrole-3-sulfonyl chloride CC1=CC=C(C=C1)S(=O)(=O)N1C=C(C=C1)S(=O)(=O)Cl